4-(2-(4-chloro-2-fluorophenyl)-2-methylbenzo[d][1,3]dioxol-4-yl)piperidine hydrochloride Cl.ClC1=CC(=C(C=C1)C1(OC2=C(O1)C=CC=C2C2CCNCC2)C)F